Iridium chloride [Ir](Cl)(Cl)Cl